C(C)C(C(=O)OC(CO)CO)(CCCCCC\C=C/CCCCCCCC)CCCCCC glycerol 2-ethyl-hexyl-oleate